C(C)OC(=O)C1=C(N=C(N1)[C@H]1N(CCCC1)C(=O)OC(C)(C)C)C1=CC=C(C=C1)C(NC1=NC=CC(=C1)F)=O tert-butyl (S)-2-(5-(ethoxycarbonyl)-4-(4-((4-fluoropyridin-2-yl)carbamoyl)phenyl)-1H-imidazol-2-yl)piperidine-1-carboxylate